6-Chloro-9-cyclopropyl-8-(4-methoxy-phenyl)-9H-pyrido[3,4-b]indole ClC=1C=C2C3=C(N(C2=C(C1)C1=CC=C(C=C1)OC)C1CC1)C=NC=C3